8-(bicyclo[1.1.1]pent-1-yl)-2-(methylthio)-7-oxo-7,8-dihydropyrido[2,3-d]pyrimidine-6-carbonitrile C12(CC(C1)C2)N2C(C(=CC1=C2N=C(N=C1)SC)C#N)=O